CN1N=CC(=C1C)C1=CC(=C(C=C1)NC=1N=CC2=C(N1)C(=NC=C2)NCC(C)(C)C)OC N2-(4-(1,5-dimethyl-1H-pyrazol-4-yl)-2-methoxyphenyl)-N8-neopentylpyrido[3,4-d]pyrimidine-2,8-diamine